The molecule is a disaccharide that is D-glucopyranose in which the hydroxy group at position 6 has been glycosylated by an alpha-D-xylopyranosyl group. It is a glycoside and a glycosylglucose. It derives from an alpha-D-xylose and a D-glucopyranose. C1[C@H]([C@@H]([C@H]([C@H](O1)OC[C@@H]2[C@H]([C@@H]([C@H](C(O2)O)O)O)O)O)O)O